OC1=C(C(OC(=C1)CCC/C=C/C(=O)OC)=O)C(CC)=O methyl (E)-6-(4-hydroxy-2-oxo-3-propionyl-2H-pyran-6-yl)hex-2-enoate